tert-butyl N-{6-[(2S)-2-[(tert-butoxycarbonyl)amino]propyl]-2-chloro-7-[(1E)-prop-1-en-1-yl]pyrrolo[2,1-f][1,2,4]triazin-4-yl}-N-(thiophen-2-ylmethyl)carbamate C(C)(C)(C)OC(=O)N[C@H](CC=1C=C2C(=NC(=NN2C1\C=C\C)Cl)N(C(OC(C)(C)C)=O)CC=1SC=CC1)C